FC1=C(C(=CC=C1)F)CN[C@H](C(=O)O)CCC(C)(C)C (2S)-2-{[(2,6-difluorophenyl)methyl]amino}-5,5-dimethylhexanoic acid